C[C@@H]1N(CC[C@@H]1OC=1C=C2CN(C(C2=CC1)=O)C1C(NC(CC1)=O)=O)CC=1C=C2C=CC(=NC2=CC1)C 3-(5-(((2S,3S)-2-Methyl-1-((2-methylquinolin-6-yl)methyl)pyrrolidin-3-yl)oxy)-1-oxoisoindolin-2-yl)piperidine-2,6-dione